FC(OC1=C(C=C(C=C1)S(=O)(=O)C)C1=NNC=C1NC(=O)C=1C=NN2C1N=CC=C2)F N-[3-[2-(difluoromethoxy)-5-methylsulfonyl-phenyl]-1H-pyrazol-4-yl]pyrazolo[1,5-a]pyrimidine-3-carboxamide